C(C)C1=C(C=CC(=C1)O)\N=C(/N)\C1=C(C=2N(N=C1)C=C(C2)C=2C=NC(=CC2)OC)NC2[C@@H]1CC3CC(C[C@@H]2C3)(C1)O (Z)-N'-(2-ethyl-4-hydroxyphenyl)-4-(((1R,2s,3S,5s,7s)-5-hydroxyadamantan-2-yl)amino)-6-(6-methoxypyridin-3-yl)pyrrolo[1,2-b]pyridazine-3-carboximidamide